ClC=1C=C(C(=O)NC=2C=CC=C3C=CC(=NC23)C)C=CC1OC 3-chloro-4-methoxy-N-(2-methylquinolin-8-yl)benzamide